N3-(5-amino-2-methylpyridin-3-yl)-1-methyl-N6-(pyrimidin-5-yl)-1H-pyrazolo[3,4-d]pyrimidine-3,6-diamine NC=1C=C(C(=NC1)C)NC1=NN(C2=NC(=NC=C21)NC=2C=NC=NC2)C